OCC1N(CC(C(C1O)O)O)C 2-(hydroxymethyl)-1-methylpiperidine-3,4,5-triol